COC(CS(=O)(=O)C1=CN(C2=CC=CC=C12)CC1=CC=C(C=C1)Cl)=O.CO[C@H](C(=O)NC=1C=C2C(=CC(=NC2=CC1)C1=CN=CS1)O[C@H](COC)C)C (S)-2-methoxy-N-(4-(((S)-1-methoxyprop-2-yl)oxy)-2-(thiazol-5-yl)quinolin-6-yl)propanamide methyl-2-((1-(4-chlorobenzyl)-1H-indol-3-yl)sulfonyl)acetate